C1(CCCCC(=O)OCCCCO1)=O 1,4-butylene adipate